2,2-dimethylbutanamide CC(C(=O)N)(CC)C